4-(3-(4-(aminomethyl)phenyl)ureido)-N-(7-(hydroxyamino)-7-oxoheptyl)benzamide NCC1=CC=C(C=C1)NC(NC1=CC=C(C(=O)NCCCCCCC(=O)NO)C=C1)=O